(S)-(1-(4-bromo-5,6,7,8-tetrahydroquinolin-2-yl)but-3-en-1-yl)carbamic acid tert-butyl ester C(C)(C)(C)OC(N[C@@H](CC=C)C1=NC=2CCCCC2C(=C1)Br)=O